acryloxypropyl maleate C(\C=C/C(=O)[O-])(=O)OCCCOC(C=C)=O